Cl.N1CCC(CC1)OC=1C=NC2=CC=CC=C2C1 3-(piperidin-4-yloxy)quinoline hydrochloride